N-(5-(4-chloro-3-fluorophenyl)-4-cyclobutyl-1-methyl-1H-pyrazol-3-yl)-2-(3,3-difluorocyclobutyl)acetamide ClC1=C(C=C(C=C1)C1=C(C(=NN1C)NC(CC1CC(C1)(F)F)=O)C1CCC1)F